Cl.N[C@@H](CCC(=O)N)[C@@H](C)OCC1=CC=C(C=C1)CCCCC1=CC2=C(N(C(N2C)=O)C2C(NC(CC2)=O)=O)C=C1 (4S,5R)-4-amino-5-[(4-[4-[1-(2,6-dioxopiperidin-3-yl)-3-methyl-2-oxo-1,3-benzodiazol-5-yl]butyl]phenyl)methoxy]hexanamide hydrochloride